N-[3-amino-8-(4,4-difluoropiperidin-1-yl)-7-fluoroquinolin-6-yl]-2-{6-azaspiro[2.5]Octan-6-yl}-4-(2-hydroxyethanesulfonylamino)benzamide NC=1C=NC2=C(C(=C(C=C2C1)NC(C1=C(C=C(C=C1)NS(=O)(=O)CCO)N1CCC2(CC2)CC1)=O)F)N1CCC(CC1)(F)F